C(C)OCCN1N=CC(=C1)NC=1C=C(NN1)C1=C(C=C(C=C1)N1C(NCC1)=O)OC 1-(4-{5-[1-(2-Ethoxy-ethyl)-1H-pyrazol-4-ylamino]-2H-pyrazol-3-yl}-3-methoxy-phenyl)-imidazolidin-2-one